5-(3-aminopropoxy)-4-methoxy-2-nitrobenzoic acid methyl ester COC(C1=C(C=C(C(=C1)OCCCN)OC)[N+](=O)[O-])=O